2-[2,6-difluoro-4-[3-[1-[5-(methoxymethyl)pyrimidin-2-yl]-4-piperidyl]propoxy]phenyl]-1-[(3S)-3-[[[3-hydroxy-2,2-bis(hydroxymethyl)propyl]amino]methyl]pyrrolidin-1-yl]ethanone FC1=C(C(=CC(=C1)OCCCC1CCN(CC1)C1=NC=C(C=N1)COC)F)CC(=O)N1C[C@@H](CC1)CNCC(CO)(CO)CO